1-(3-(1,3,4-oxadiazol-2-yl)benzyl)-1,3-dihydro-2H-benzo[d]imidazol-2-one O1C(=NN=C1)C=1C=C(CN2C(NC3=C2C=CC=C3)=O)C=CC1